OCC12CC(C1)(C2)NC(OC(C)(C)C)=O tertbutyl (3-(hydroxymethyl)bicyclo[1.1.1]pentan-1-yl)carbamate